(3,5-dinitrophenyl)-1-(3,5,6-trimethylpyrazin-2-yl)-1H-pyrazol-5-ol [N+](=O)([O-])C=1C=C(C=C(C1)[N+](=O)[O-])C1=NN(C(=C1)O)C1=NC(=C(N=C1C)C)C